phenyl-hydroxylauric acid C1(=CC=CC=C1)C(C(=O)O)(CCCCCCCCCC)O